CC1=CC=C(C=C1)S(=O)(=O)O.C1(=CC=CC=C1)P(C1=CC=CC=C1)C1=CC=CC=C1 triphenylphosphine p-toluenesulfonate